CNC(=O)C=1C=C(C=C2C1C(=C(O2)C2=CC=C(C=C2)O)C2=CC(=CC(=C2)O)O)O n-methyl-2-(4-hydroxyphenyl)-3-(3,5-dihydroxyphenyl)-6-hydroxy-4-benzofurancarboxamide